FC=1C=C(C=C(C1)F)N1C(OC(C1)(C)C(=O)N[C@H]1C=C[C@H](C1)C(=O)OCCSC)=O 2-(Methylthio)ethyl (1S,4R)-4-[[[3-(3,5-difluorophenyl)-5-methyl-2-oxo-5-oxazolidinyl]carbonyl]amino]-2-cyclopentene-1-carboxylate